2-hydroxy-4-(2-hydroxy-3-methacryloyloxypropoxy)benzophenone OC1=C(C(=O)C2=CC=CC=C2)C=CC(=C1)OCC(COC(C(=C)C)=O)O